2-(2-chlorophenyl)-N-(4-{[2-chloro(2H4)phenyl]oxy}-3-sulfamoylphenyl)acetamide ClC1=C(C=CC=C1)CC(=O)NC1=CC(=C(C=C1)OC1=C(C(=C(C(=C1[2H])[2H])[2H])[2H])Cl)S(N)(=O)=O